1-oxo-1-(4-(3-(trifluoromethyl)phenyl-4-d)piperazin-1-yl-2,2,3,3,5,5,6,6-d8)propan O=C(CC)N1C(C(N(C(C1([2H])[2H])([2H])[2H])C1=CC(=C(C=C1)[2H])C(F)(F)F)([2H])[2H])([2H])[2H]